C1(=CC=C(C=C1)C(CC(=O)O)NC=1C=CC2=C(C=CO2)C1)C1=CC=CC=C1 3-([1,1'-Biphenyl]-4-yl)-3-((benzofuran-5-yl)amino)propionic acid